ClC=1C(NN=CC1N1CC=2N=CN=C(C2CC1)OC1=C(C=C(C=C1)F)C1CC1)=O 4-chloro-5-(4-(2-cyclopropyl-4-fluorophenoxy)-5,8-dihydropyrido[3,4-d]pyrimidin-7(6H)-yl)pyridazin-3(2H)-one